2-(2-tritylethoxy)p-toluenesulfonic acid ethyl ester C(C)OS(=O)(=O)C1=CC(=C(C)C=C1)OCCC(C1=CC=CC=C1)(C1=CC=CC=C1)C1=CC=CC=C1